FC=1C=C(C=NC1)C1=NN2C(COCC2)=C1C1=C2C(=NC(=C1)C)NN=C2 2-(5-Fluoro-3-pyridyl)-3-(6-methyl-1H-pyrazolo[3,4-b]pyridin-4-yl)-6,7-dihydro-4H-pyrazolo[5,1-c][1,4]oxazine